ClC=1C=C(C=CC1)CCN1[C@H](CC[C@@H](C1)COC1=CC=C(C=C1)S(=O)(=O)C)C (2s,5S)-1-[2-(3-chlorophenyl)ethyl]-5-[(4-methanesulfonylphenoxy)methyl]-2-methylpiperidine